ClC=1C=C2C(=NC=NC2=C(C1)C(F)(F)F)N(C)[C@@H](C)C=1N(N=CN1)C=1N=NC(=CC1)OC 6-Chloro-N-[(1S)-1-[2-(6-methoxypyridazin-3-yl)-1,2,4-triazol-3-yl]ethyl]-N-methyl-8-(trifluoro-methyl)quinazolin-4-amine